N-(4-(4-(7-(4,4-difluoropiperidin-1-yl)furo[2,3-c]pyridin-5-yl)-1H-1,2,3-triazol-1-yl)-3-(6-azaspiro[2.5]oct-6-yl)phenyl)-2-((tetrahydro-2H-pyran-2-yl)oxy)ethane-1-sulfonamide FC1(CCN(CC1)C=1N=C(C=C2C1OC=C2)C=2N=NN(C2)C2=C(C=C(C=C2)NS(=O)(=O)CCOC2OCCCC2)N2CCC1(CC1)CC2)F